NC1=CC=CC(=N1)S(=O)(=O)NC(=O)C=1C(=NC(=CC1)C1=C(C(=CC=C1)OC)F)OC1=C(C=C(C=C1C)C)C N-[(6-Amino-2-pyridyl)sulfonyl]-6-(2-fluoro-3-methoxyphenyl)-2-(2,4,6-trimethylphenoxy)pyridin-3-carboxamid